methyl-tris(isopropenyloxy)silane C[Si](OC(=C)C)(OC(=C)C)OC(=C)C